CN1CC(C1)(C)[C@@](C=1C=C(C=NC1)CCC(C)(O)C=1N=C(SC1)C)(C1=CC=C(C=C1)C(C)C)O 4-{5-[(R)-(1,3-dimethyl-azetidin-3-yl)-hydroxy-(4-isopropyl-phenyl)-methyl]-pyridin-3-yl}-2-(2-methyl-thiazol-4-yl)-butan-2-ol